FC1(CC(C1)C1=CC(=CC(=N1)C)NC(C)C1=CC(=CC=C1)S(F)(F)(F)(F)F)F 6-(3,3-difluorocyclobutyl)-2-methyl-4-((1-(3-(pentafluorosulfanyl)phenyl)ethyl)amino)pyridin